6-chloro-N-[1-(2-chlorophenyl)-2,2,2-trifluoroethyl]-1-(2,4-difluorophenyl)-4-oxo-1,4-dihydro-1,8-naphthyridine-3-carboxamide ClC=1C=C2C(C(=CN(C2=NC1)C1=C(C=C(C=C1)F)F)C(=O)NC(C(F)(F)F)C1=C(C=CC=C1)Cl)=O